ClC=1C=CC(=C(C1)C1=CC(=C(N=N1)OCC(F)F)NC1=CC(=NC=C1)N)F N4-[6-(5-chloro-2-fluorophenyl)-3-(2,2-difluoroethoxy)-pyridazin-4-yl]pyridine-2,4-diamine